p-nitrobenzoic acid 2-ethylhexyl ester C(C)C(COC(C1=CC=C(C=C1)[N+](=O)[O-])=O)CCCC